NC1=C(N=[N+]=[N-])C=CC=C1 aminodiazoaniline